[K].C(C)N1CCC(CC1)S(=O)(=O)NC(NC1=C2CCCC2=CC=C1C1=CC=NC=C1)=O 1-Ethyl-N-((5-(pyridin-4-yl)-2,3-dihydro-1H-inden-4-yl)carbamoyl)piperidine-4-sulfonamide, Potassium Salt